N-(6-((3aR,6aS)-4,4-difluorohexahydrocyclopenta[c]pyrrol-2(1H)-yl)-2,2-dimethyl-2,3-dihydrobenzofuran-5-yl)pyrazolo[1,5-a]pyrimidine-3-carboxamide FC1(CC[C@@H]2CN(C[C@@H]21)C2=CC1=C(CC(O1)(C)C)C=C2NC(=O)C=2C=NN1C2N=CC=C1)F